tert-butyl 2-(((3-methoxyphenyl)(pyridin-2-yl)methyl)carbamoyl)pyrrolidine-1-carboxylate COC=1C=C(C=CC1)C(C1=NC=CC=C1)NC(=O)C1N(CCC1)C(=O)OC(C)(C)C